FC=1C=2N(C=CC1)N=C(C2)[C@@H]2N(CCC1=C2N=CN1)C(=O)C1=C(N=C(O1)[C@@H](C)O)C ((R)-4-(4-fluoropyrazolo[1,5-a]pyridin-2-yl)-6,7-dihydro-1H-imidazo[4,5-c]pyridin-5(4H)-yl)(2-((R)-1-hydroxyethyl)-4-methyloxazol-5-yl)methanone